C(C)(C)(C)SC=1C(=CC=2N(C1)C=CN2)OC 6-tert-butylsulfanyl-7-methoxy-imidazo[1,2-a]pyridine